C[C@H]1N([C@H](CN(C1)C1=NC=C(C=N1)C(F)(F)F)C)C(=O)OC1CC2(CN(C2)C(C=2C(=C(C(=CC2)[2H])[2H])[2H])([2H])[2H])C1 2-[(2H5)benzyl]-2-azaspiro[3.3]heptan-6-yl (2R,6S)-2,6-dimethyl-4-[5-(trifluoromethyl)pyrimidin-2-yl]piperazine-1-carboxylate